NC1=C2N=CN(C2=NC(=N1)F)[C@H]1C[C@@H]([C@@](O1)(C#C)CO[P@](=O)(OC1=CC=CC=C1)N[C@@H](C)C(=O)OC(C)C)OC(=O)OCCCCCCCC Isopropyl ((S)-(((2R,3S,5R)-5-(6-amino-2-fluoro-9H-purin-9-yl)-2-ethynyl-3-(((octyloxy)carbonyl)oxy)tetrahydro-furan-2-yl)methoxy)(phenoxy)phosphoryl)-L-alaninate